di(2,6-dimethyl-morpholinoethyl)ether CC1OC(CN(C1)CCOCCN1CC(OC(C1)C)C)C